5-{4-[(1R)-1-{[5-(aminomethyl)-2-methylphenyl]formamido}ethyl]quinolin-2-yl}-1H-pyrrole-3-carboxylic acid NCC=1C=CC(=C(C1)C(=O)N[C@H](C)C1=CC(=NC2=CC=CC=C12)C1=CC(=CN1)C(=O)O)C